C(C)(C)(C)[Sn](OC(C)(C)C)(OC(C)(C)C)OC(C)(C)C Tert-butyl-tris(tert-butoxy)tin